(R)-5-bromo-2-(4,4-difluoroazepan-1-yl)-4-methyl-N-(3-(S-methyl-N-(2-(methylamino)ethyl)sulfonimidoyl)phenyl)nicotinamide 2,2,2-trifluoroacetate FC(C(=O)O)(F)F.BrC=1C=NC(=C(C(=O)NC2=CC(=CC=C2)[S@@](=O)(=NCCNC)C)C1C)N1CCC(CCC1)(F)F